P(=O)([O-])([O-])[O-].[V+5].[Na+].[F].[Na+] sodium fluorine sodium vanadium phosphate